C1(=CC=CC=C1)C=1C(=C(C(=C(C1)C=1C(=CC=CC1)C1=CC=CC=C1)C1=CC=CC=2OC3=C(C21)C=CC=C3)C3=NN=NC(=C3C3=C(C=CC=C3)C3=CC=CC=C3)C3=CC=CC=C3)C3=C(C=CC=C3)C3=CC=CC=C3 Phenyl(biphenylyl)[phenyl(biphenylyl)triazinyl](dibenzofuranyl)terphenyl